FC1=C2C(=NC(NC2=CC=C1)=O)N1C2=C(CCCC1)C(=CC=C2)C#CC2(CC2)C(F)(F)F 5-fluoro-4-(6-((1-(trifluoromethyl)cyclopropyl)ethynyl)-2,3,4,5-tetrahydro-1H-benzo[b]azepin-1-yl)quinazolin-2(1H)-one